4-(2,6-dichloro-3-nitropyridin-4-yl)morpholine ClC1=NC(=CC(=C1[N+](=O)[O-])N1CCOCC1)Cl